O=C1NC=C(C(N1)=O)C=1C=C(C=2N(N1)C=CN2)N2CC(CC2)(C#N)F 1-(6-(2,4-dioxo-1,2,3,4-tetrahydropyrimidin-5-yl)imidazo[1,2-b]pyridazin-8-yl)-3-fluoropyrrolidine-3-carbonitrile